BrC1=C(C=C(NC2=NC=C(C(=N2)NC2COCCC2C#N)C)C=C1C(F)(F)F)CO 3-[[2-[4-bromo-3-(hydroxymethyl)-5-(trifluoromethyl)anilino]-5-methyl-pyrimidin-4-yl]amino]tetrahydropyran-4-carbonitrile